OCCSC=1C=C(C=CC1)O 3-((2-hydroxyethyl)thio)phenol